(E)-4-(4-fluoro-2-(quinolin-8-ylcarbamoyl)phenyl)penta-2,4-dienoic acid tert-butyl ester C(C)(C)(C)OC(\C=C\C(=C)C1=C(C=C(C=C1)F)C(NC=1C=CC=C2C=CC=NC12)=O)=O